Benzyl (4-((2-methoxyethyl)(methyl)amino)cyclohexyl)carbamate COCCN(C1CCC(CC1)NC(OCC1=CC=CC=C1)=O)C